C(C)OC(CC(C)(O)C=1C=NC(=CC1)Cl)=O.CC1=C(C(=C(C1(CCC)[Zn]C1(C(=C(C(=C1C)C)C)C)CCC)C)C)C bis(tetramethyl-n-propylcyclopentadienyl)zinc ethyl-3-(6-chloropyridin-3-yl)-3-hydroxybutanoate